CC1(N(C[C@H](C1)CCCN1N=C(C=C1)S(N)(=O)=O)C(=O)OC(C)(C)C)C tert-butyl (4S)-2,2-dimethyl-4-[3-(3-sulfamoylpyrazol-1-yl) propyl]pyrrolidine-1-carboxylate